ClC=1C=C(C=C(C1)OC1=NC=C(C=C1)Cl)NC(=O)C1=CC2=C(S1)C=CC(=C2)C(C)(C)S(=O)(=O)C N-(3-Chloro-5-((5-chloropyridin-2-yl)oxy)phenyl)-5-(2-(methylsulfonyl)propan-2-yl)benzo[b]thiophen-2-carboxamid